ClN1C(C(C2=CC=CC=C12)=C(C1=CC=CC=C1)C1=CC=CC=C1)=O (E)-chloro-3-diphenylmethyleneindoline-2-one